C1(=CC=CC=C1)C=1N=C(C2=CC=CC=C2C1)CC1=NC(=CC2=CC=CC=C12)C1=CC=CC=C1.[Pt+2] platinum (II) [bis(phenylisoquinolineyl)methane]